N-(5-aminopyridin-2-yl)-3-chlorobenzamide NC=1C=CC(=NC1)NC(C1=CC(=CC=C1)Cl)=O